C1(CC1)N1N=C(C2=CC=CC=C12)C1=NC(=NC=C1)NC1=C(C=C(C(=C1)[N+](=O)[O-])N(C)CCN(C)C)OC N1-(4-(1-cyclopropyl-1H-indazol-3-yl)pyrimidin-2-yl)-N4-(2-(dimethylamino)ethyl)-2-methoxy-N4-methyl-5-nitrobenzene-1,4-diamine